tri(2-chloro-2-propyl) phosphate P(=O)(OC(C)(C)Cl)(OC(C)(C)Cl)OC(C)(C)Cl